tert-butyl (R)-(1-(2-(1-(cyclopropylmethyl)-6-(isopropylsulfonyl)-1H-pyrrolo[2,3-b]pyridin-2-yl)-7-methoxy-1-methyl-1H-benzo[d]imidazole-5-carbonyl)piperidin-3-yl)carbamate C1(CC1)CN1C(=CC=2C1=NC(=CC2)S(=O)(=O)C(C)C)C2=NC1=C(N2C)C(=CC(=C1)C(=O)N1C[C@@H](CCC1)NC(OC(C)(C)C)=O)OC